2-((4-(((S)-2-hydroxy-1-phenylethyl)amino)-5-(3-methyl-1,2,4-oxadiazol-5-yl)pyrimidin-2-yl)amino)-7-methyl-6,7-dihydro-5H-pyrrolo[3,4-b]pyridin-5-one OC[C@H](C1=CC=CC=C1)NC1=NC(=NC=C1C1=NC(=NO1)C)NC1=CC=C2C(=N1)C(NC2=O)C